ClC1=C(C=C(C(=O)N2CC=3N=C(N(C(C3C[C@H]2C)=O)C2=CC=C(C(=O)NC)C=C2)[C@@H](C(C)C)O)C=C1)C(F)(F)F |o1:29| 4-((R)-7-(4-chloro-3-(trifluoromethyl)benzoyl)-2-((R*)-1-hydroxy-2-methylpropyl)-6-methyl-4-oxo-5,6,7,8-tetrahydropyrido[3,4-d]pyrimidin-3(4H)-yl)-N-methylbenzamide